ClC1=C(C(=CC=C1Cl)O)C1CC(N(C1)C1CNCC1)=O 4-(2,3-dichloro-6-hydroxyphenyl)-[1,3-bipyrrolidin]-2-one